ClC1=C(C=CC=C1)S(=O)(=O)NC1=CC(=CC=C1)OC1=NC=CC=C1C1=NC(=NC=C1)N[C@@H]1CNCCC1 (S)-2-chloro-N-(3-((3-(2-(piperidin-3-ylamino)pyrimidin-4-yl)pyridin-2-yl)oxy)phenyl)benzenesulfonamide